5-bromo-7-chloro-2-(ethylthio)-8-fluoro-4-(2-methyl-2-(2-(4,4,5,5-tetramethyl-1,3,2-dioxaborolan-2-yl)ethyl)piperidin-1-yl)quinazoline BrC1=C2C(=NC(=NC2=C(C(=C1)Cl)F)SCC)N1C(CCCC1)(CCB1OC(C(O1)(C)C)(C)C)C